3-[6-(1-hydroxyethyl)pyrazin-2-yl]-1-tetrahydropyran-2-yl-indazol-5-olate OC(C)C1=CN=CC(=N1)C1=NN(C2=CC=C(C=C12)[O-])C1OCCCC1